4-((Fluorosulfonyl)(2-(2-((fluorosulfonyl)oxy)phenyl)-7-phenylimidazo[1,2-a]pyridin-3-yl)amino)benzoic acid FS(=O)(=O)N(C1=CC=C(C(=O)O)C=C1)C1=C(N=C2N1C=CC(=C2)C2=CC=CC=C2)C2=C(C=CC=C2)OS(=O)(=O)F